1-(3-chloro-4-fluorophenyl)-3-(1-(7,8-difluoro-1-oxo-1,2-dihydroisoquinolin-4-yl)ethyl)urea ClC=1C=C(C=CC1F)NC(=O)NC(C)C1=CNC(C2=C(C(=CC=C12)F)F)=O